cyclopentadienyl-(1-ethyl-5-methylindenyl)zirconium dichloride [Cl-].[Cl-].C1(C=CC=C1)[Zr+2]C=1C(C2=CC=C(C=C2C1)C)CC